OC1=CC=C2C=C(C(OC2=C1)=O)C(=O)NC1=CC=C(C=C1)C(=C(C1=CC=CC=C1)C1=CC=CC=C1)C1=CC=CC=C1 7-hydroxy-2-oxo-N-(4-(1,2,2-triphenylethenyl)phenyl)-2H-chromene-3-carboxamide